BrC1=C(C=C(C2=C1N=C(O2)N(C(OC(C)(C)C)=O)C(=O)OC(C)(C)C)F)F tert-butyl (4-bromo-5,7-difluorobenzo[d]oxazol-2-yl)(tert-butoxycarbonyl)carbamate